CC12CC=3C(OC(C3)=O)CC2=CCCC1C 4a,5-dimethyl-4a,5,6,7,9,9a-hexahydronaphtho[2,3-b]furan-2(4H)-one